6-(bromomethyl)-1-(tetrahydro-2H-pyran-2-yl)-1H-indazole BrCC1=CC=C2C=NN(C2=C1)C1OCCCC1